4-(chloromethyl)-5-methyl-1,3-dioxol-2-one ClCC=1OC(OC1C)=O